C(C)(C)OC1=CC=C(C=CC=2N=C(SC2)NC(OC(C)(C)C)=O)C=C1 tert-butyl (4-(4-isopropoxystyryl)thiazol-2-yl)carbamate